ClC1=NC=CC(=N1)N1CC(CC1)C=1C=NN(C1C)C1OCCCC1 2-chloro-4-{3-[5-methyl-1-(oxan-2-yl)-1H-pyrazol-4-yl]pyrrolidin-1-yl}pyrimidine